Trimethylolpropane erucate C(CCCCCCCCCCC\C=C/CCCCCCCC)(=O)O.C(O)C(CC)(CO)CO